Cl.NCCCCNC(\C(=C\C)\C)=O (E)-N-(4-aminobutyl)-2-methylbut-2-eneamide hydrochloride